ClC1=CC(=C(C=C1)C1(OC2=C(O1)C=CC=C2C2CCN(CC2)CC2=NC1=C(N2CC=2N=CN(C2)C)C=C(C=C1)C(=O)O)C)F 2-({4-[2-(4-chloro-2-fluorophenyl)-2-methyl-1,3-benzodioxol-4-yl]piperidin-1-yl}methyl)-1-[(1-methyl-1H-imidazol-4-yl)methyl]-1H-benzimidazole-6-carboxylic acid